m-tolyl-monochlorosilane C1(=CC(=CC=C1)[SiH2]Cl)C